COC1=CC=C(C=C1)C1=C(C(=CN=N1)C(=O)N)C 6-(4-methoxyphenyl)-5-methylpyridazine-4-carboxamide